C(=O)(O)COCCOCCOCCOC1=C(C=C(NC2=C(C(=O)O)C=CC=C2)C=C1Cl)Cl 2-[4-[2-[2-[2-(carboxymethoxy)ethoxy]ethoxy]ethoxy]-3,5-dichloro-anilino]benzoic acid